C(#N)CN1CCN(CC1)C1=CC2=C(CC(O2)(C)C)C=C1NC(=O)C=1C=NN2C1N=CC=C2 N-(6-(4-(cyanomethyl)piperazin-1-yl)-2,2-dimethyl-2,3-dihydrobenzofuran-5-yl)pyrazolo[1,5-a]pyrimidine-3-carboxamide